1-{2'-ethoxy-5-[(2R)-4-[6-ethoxy-2-(trifluoromethyl)pyridine-3-carbonyl]-2-ethylpiperazin-1-yl]-[2,3'-bipyridin]-6-yl}methylamine C(C)OC1=NC=CC=C1C1=NC(=C(C=C1)N1[C@@H](CN(CC1)C(=O)C=1C(=NC(=CC1)OCC)C(F)(F)F)CC)CN